2-(azepan-1-yl)-N-(4-methyl-3-((3-(9-(tetrahydro-2H-pyran-2-yl)-9H-purin-6-yl)pyridin-2-yl)amino)phenyl)acetamide N1(CCCCCC1)CC(=O)NC1=CC(=C(C=C1)C)NC1=NC=CC=C1C1=C2N=CN(C2=NC=N1)C1OCCCC1